(S)-(1-((2-(3',4'-dichloro-[1,1'-biphenyl]-4-yl) ethyl) amino)-1-oxopent-2-yl) carbamate C(N)(O[C@H](C(=O)NCCC1=CC=C(C=C1)C1=CC(=C(C=C1)Cl)Cl)CCC)=O